C(C1CO1)OC1=CC=CC=2NC3=CC=CC=C3C12 4-(2,3-epoxypropoxy)carbazole